4-[5-(Butylthio)-7-[[2-(4-fluorophenyl)cyclopropyl]amino]-3H-1,2,3-triazolo[4,5-d]pyrimidin-3-yl]-cyclopentane-1,2,3-triol C(CCC)SC=1N=C(C2=C(N1)N(N=N2)C2C(C(C(C2)O)O)O)NC2C(C2)C2=CC=C(C=C2)F